C1(=CC=CC=C1)S(=O)CCN N-(2-phenylsulfinylethyl)-R-amine